6-chloro-3-[7,7-dimethyl-5-oxo-6H-pyrrolo[3,4-b]pyridin-2-yl]-1H-indole-7-carbonitrile ClC1=CC=C2C(=CNC2=C1C#N)C1=CC=C2C(=N1)C(NC2=O)(C)C